C(C1=CC=CC=C1)N1N=C(N=C1)C(=O)N[C@H]1C(N(C=2N(CC1)N=C(C2)CCCN2CC(CC2)(F)F)C)=O 1-benzyl-N-[(6R)-2-[3-(3,3-difluoropyrrolidin-1-yl)propyl]-4-methyl-5-oxo-7,8-dihydro-6H-pyrazolo[1,5-a][1,3]diazepin-6-yl]-1,2,4-triazole-3-carboxamide